5-bromo-2-hydroxybenzyl-(2-hydroxypropyl)carbamic acid tert-butyl ester C(C)(C)(C)OC(N(CC(C)O)CC1=C(C=CC(=C1)Br)O)=O